C1(CCCC1)S(=O)(=O)NC1=NC=CC(=N1)C1(CCOCC1)C(=O)NC1=NC=C(C=C1)C1=NC(=CN=C1)OCC 4-(2-(cyclopentanesulfonylamino)pyrimidin-4-yl)-N-(5-(6-ethoxypyrazin-2-yl)pyridin-2-yl)tetrahydro-2H-pyran-4-carboxamide